OCC#CC#CCOCC(=O)OC(C)(C)C tert-butyl 2-[(6-hydroxyhexa-2,4-diyn-1-yl) oxy]acetate